2-(4-(4-(dimethylamino)piperidin-1-yl)-3-methoxyphenyl)-5-methyl-N4-(1-methylcyclopropyl)thieno[2,3-d]pyrimidine-2,4-diamine CN(C1CCN(CC1)C1=C(C=C(C=C1)C1(N=C(C2=C(N1)SC=C2C)NC2(CC2)C)N)OC)C